C1(CC1)S(=O)(=O)NC1=CC(=NC=N1)[C@H](NC(=O)C=1SC(=CN1)C1=NC(=CN=C1)OCC)C1CCOCC1 (R)-N-((6-(cyclopropanesulfonamido)pyrimidin-4-yl)(tetrahydro-2H-pyran-4-yl)methyl)-5-(6-ethoxypyrazin-2-yl)thiazole-2-carboxamide